N-(2-morpholinoethyl)-2-(2-oxo-4-phenyl-chromen-7-yl)oxy-propanamide ethyl-2-(2-oxo-4-phenyl-chromen-7-yl)oxybutanoate C(C)OC(C(CC)OC1=CC=C2C(=CC(OC2=C1)=O)C1=CC=CC=C1)=O.O1CCN(CC1)CCNC(C(C)OC1=CC=C2C(=CC(OC2=C1)=O)C1=CC=CC=C1)=O